3-(4-(ethylsulfonamido)-3-((4-fluorobenzyl)oxy)phenyl)-5-((5-methoxypyrazin-2-yl)amino)-1H-pyrazole-4-carboxamide C(C)S(=O)(=O)NC1=C(C=C(C=C1)C1=NNC(=C1C(=O)N)NC1=NC=C(N=C1)OC)OCC1=CC=C(C=C1)F